methyl 2-bromo-2,2-difluoro-acetate BrC(C(=O)OC)(F)F